(2S,3R)-3-(4-methoxyphenyl)aziridine-2-carboxylic acid ethyl ester C(C)OC(=O)[C@H]1N[C@@H]1C1=CC=C(C=C1)OC